BrC1=C2C=NN(C2=CC(=C1CCC(CNC(C(O[Si](C)(C)C(C)(C)C)[C@H]1CN(CCC1)C(=O)OC(C)(C)C)=O)=O)Cl)C1OCCCC1 tert-butyl (3R)-3-(2-((4-(4-bromo-6-chloro-1-(tetrahydro-2H-pyran-2-yl)-1H-indazol-5-yl)-2-oxobutyl)amino)-1-((tert-butyldimethylsilyl)oxy)-2-oxoethyl)piperidine-1-carboxylate